CC1=C(OC=2CCC3=CN(N=C3C21)CC2=NC=CC=C2)C(=O)NCC2=NOC=N2 8-Methyl-N-[(1,2,4-oxadiazol-3-yl)methyl]-2-[(pyridin-2-yl)methyl]-4,5-dihydro-2H-furo[2,3-g]indazol-7-carboxamid